C(CCCCCCCCC\C=C/CC)(=O)O (Z)-11-tetradecenoic acid